(S)-1-(3-((3'-(3-(((S)-2,3-dihydroxypropyl)amino)propoxy)-2,2'-dimethyl-[1,1'-biphenyl]-3-yl)oxy)propyl)piperidine-3-carboxylic acid O[C@@H](CNCCCOC=1C(=C(C=CC1)C1=C(C(=CC=C1)OCCCN1C[C@H](CCC1)C(=O)O)C)C)CO